cis-2-ethylcyclopropanol C(C)[C@@H]1[C@@H](C1)O